ClC1=C(C=CC=C1Cl)CC(C(=O)O)NC1=NC(=NC(=N1)NC)C=1C=CC=2N(C1)C(=NC2)C 3-(2,3-dichlorophenyl)-2-[[4-(methylamino)-6-(3-methylimidazo[1,5-a]pyridin-6-yl)-1,3,5-triazin-2-yl]amino]propanoic acid